(2-amino-[1,2,4]triazolo[1,5-a]pyridin-7-yl)-2-fluoro-N-((2R,3S)-2-fluoro-3-(4-fluorophenyl)-3-hydroxybutyl)-6-(methyl-d3)benzamide NC1=NN2C(C=C(C=C2)C=2C(=C(C(=O)NC[C@H]([C@@](C)(O)C3=CC=C(C=C3)F)F)C(=CC2)C([2H])([2H])[2H])F)=N1